ClC=1C=C(C(=O)N(C)[C@@H](C)C2=NNC(C3=CC(=C(C=C23)F)F)=O)C=CC1F (S)-3-chloro-N-(1-(6,7-difluoro-4-oxo-3,4-dihydrophthalazin-1-yl)ethyl)-4-fluoro-N-methylbenzamide